1-(2-(3-n-butoxy-4-methoxyphenyl)-2-oxoethyl)-2,6-dimethylpyridin-4(1H)-one C(CCC)OC=1C=C(C=CC1OC)C(CN1C(=CC(C=C1C)=O)C)=O